C1(CC1)C[C@@H](C(=O)OCC(F)(F)F)NC(C[C@H]1N(C(CC1)=O)CC1=C(C(=CC=C1)F)F)=O 2,2,2-Trifluoroethyl (S)-3-cyclopropyl-2-(2-((S)-1-(2,3-difluorobenzyl)-5-oxopyrrolidin-2-yl)acetamido)propanoate